2-(4-bromo-1-(tetrahydro-2H-pyran-2-yl)-1H-pyrazol-5-yl)-3-(5-hydroxypentyl)-1-naphthacene-nitrile BrC=1C=NN(C1C1=C(C2=CC3=CC4=CC=CC=C4C=C3C=C2C=C1CCCCCO)C#N)C1OCCCC1